CC=1C=C(C=C(C1)C)C#CC1=CC(=CC(=C1)C)C 1,2-bis(3,5-dimethylphenyl)acetylene